1-tert-butyl 3-ethyl azocane-1,3-dicarboxylate N1(CC(CCCCC1)C(=O)OCC)C(=O)OC(C)(C)C